BrC1CSCC(CSC1)=C 3-bromo-7-methylene-1,5-dithiacyclooctane